FC(C=1C=C(OC2=C(C(=O)[O-])C=CC=C2)C=CC1)(F)F 2-[3-(trifluoromethyl)phenoxy]benzoate